CC1=C(C=CC(=C1)C1=NN=CN1)C1=CN=C2C(=N1)NC1(C(N2)=O)CC1 7'-(2-methyl-4-(4H-1,2,4-triazol-3-yl)phenyl)-1'H-spiro[cyclopropane-1,2'-pyrazino[2,3-b]pyrazine]-3'(4'H)-one